FC=1C(=C(C=CC1)NC=1C(=NN2C1C(NCC2)=O)C2=C(C=NC=C2)NC(COC)=O)OC N-(4-[3-[(3-fluoro-2-methoxyphenyl)amino]-4-oxo-5H,6H,7H-pyrazolo[1,5-a]pyrazin-2-yl]pyridin-3-yl)-2-methoxyacetamide